BrC1=CC=C2C(=N1)C(=CN2)NC2=NC1=C(N2)C=C(C(=C1)Cl)Cl N-(5-bromo-1H-pyrrolo[3,2-b]pyridin-3-yl)-5,6-dichloro-1H-benzo[d]imidazol-2-amine